ClC=1SC(=CC1)[C@@H]1C([C@H]1C1=CC=C(C=C1)OC)(Cl)Cl trans-2-Chloro-5-(2,2-dichloro-3-(4-methoxyphenyl)cyclopropyl)thiophene